COC1=CC=C(C=C1)N(C(C(=C)C)=O)C N-(4-methoxyphenyl)-N-methylmethacrylamide